CN1[C@H](CCC1)C(=O)C1=CNC2=CC=CC=C12 3-(methyl-D-prolyl)-1H-indole